bicyclo[2.2.2]octane-1,4-dicarboxamide C12(CCC(CC1)(CC2)C(=O)N)C(=O)N